N1=CC=C(C=C1)CN 4-picolylamine